ethyl 4-(5-amino-2-methylbenzamido)benzoate NC=1C=CC(=C(C(=O)NC2=CC=C(C(=O)OCC)C=C2)C1)C